3-bromo-2-methyl-4H-thieno[3,2-b]pyrrole-5-carboxylic acid BrC1=C(SC2=C1NC(=C2)C(=O)O)C